3-{[(3-acetyl-2-methoxypyridin-4-yl)oxy]methyl}-3-(hydroxymethyl)azetidine-1-carboxylic acid tert-butyl ester C(C)(C)(C)OC(=O)N1CC(C1)(CO)COC1=C(C(=NC=C1)OC)C(C)=O